S1C(=CC=C1)C=1NC=CCC1C(C=C)C1=CC=CC=C1 2-(2-thienyl)-3-(1-phenylallyl)-1,4-dihydropyridine